C1(CC1)N1N=C(C=C1)C=1C(=C2C(=NC(=NN2C1)C=1N(C=CN1)C)NC1=NC=CC(=C1)O)C 2-((6-(1-Cyclopropyl-1H-pyrazol-3-yl)-5-methyl-2-(1-methyl-1H-imidazol-2-yl)pyrrolo[2,1-f][1,2,4]triazin-4-yl)amino)pyridin-4-ol